C(#N)/C=C/C(=O)O (E)-3-cyanoacrylic acid